1-(2,6-difluoro-4-nitro-phenyl)pyrazole-4-carboxylic acid ethyl ester C(C)OC(=O)C=1C=NN(C1)C1=C(C=C(C=C1F)[N+](=O)[O-])F